2'-chloro-N-(5-(1,5-dimethyl-1H-imidazole-2-carbonyl)-5,6-dihydro-4H-pyrrolo[3,4-d]thiazol-2-yl)-5'-methoxy-6-methyl-[4,4'-bipyridine]-3-carboxamide ClC1=NC=C(C(=C1)C1=C(C=NC(=C1)C)C(=O)NC=1SC2=C(N1)CN(C2)C(=O)C=2N(C(=CN2)C)C)OC